CC1=NN(C(=C1C(=O)OCC)C)COCC[Si](C)(C)C ethyl 3,5-dimethyl-1-((2-(trimethylsilyl) ethoxy) methyl)-1H-pyrazole-4-carboxylate